P(=O)(O)(O)NC(C(=O)O)C (phosphonoamino)propanoic acid